(E)-3-(1-((4-fluorophenylethyl)amino)-2,3-dihydro-1H-inden-5-yl)acrylic acid methyl ester COC(\C=C\C=1C=C2CCC(C2=CC1)NCCC1=CC=C(C=C1)F)=O